2-(trimethylsilyl)ethyl 4-bromopiperidine-1-carboxylate BrC1CCN(CC1)C(=O)OCC[Si](C)(C)C